C(CCC)(=O)O.C(C=C)(=O)N acrylic amide butyrate